6-[(2S)-2-aminopropyl]-N-[(furan-2-yl)methyl]-7-methylthieno[3,2-c]pyridazin-4-amine N[C@H](CC1=C(C=2N=NC=C(C2S1)NCC=1OC=CC1)C)C